CC1(OC2=CC=C(C=C2CC1)C(=O)O)C 2,2-dimethyl-chroman-6-carboxylic acid